2'-chloro-3'-fluoro-5'-methoxy-6-methyl-N-(5-(oxetan-3-yloxy)-1,3,4-thiadiazol-2-yl)-(4,4'-bipyridine)-3-carboxamide ClC1=NC=C(C(=C1F)C1=C(C=NC(=C1)C)C(=O)NC=1SC(=NN1)OC1COC1)OC